CC=1CC[C@@H]([C@H](C1)C=1C(=CC(=CC1O)CCCCC)O)C(=C)C (1'S,2'S)-5'-methyl-4-pentyl-2'-(prop-1-en-2-yl)-1',2',3',4'-tetrahydro-[1,1'-biphenyl]-2,6-diol